ethyl 2-(4-(3-((4-bromo-3-methylphenyl)(methyl)amino)propyl)piperidin-1-yl)acetate BrC1=C(C=C(C=C1)N(CCCC1CCN(CC1)CC(=O)OCC)C)C